O1CC[C@@H](C2=CC=CC=C12)NC(=O)C1=NC=CC(=C1)CN1C(NC(CC1=O)(CC)CC)=[NH2+] [1-[[2-[[(4S)-chroman-4-yl]carbamoyl]-4-pyridyl]methyl]-4,4-diethyl-6-oxo-hexahydropyrimidin-2-ylidene]ammonium